(3-isopropyl-4-(3-((1-isopropyl-1H-pyrazol-4-yl)sulfonyl)ureido)phenyl)boronic acid C(C)(C)C=1C=C(C=CC1NC(=O)NS(=O)(=O)C=1C=NN(C1)C(C)C)B(O)O